1-(4,5-dichloro-1,1-dioxido-3-oxoisothiazol-2(3H)-yl)-3,6,9,12,15,18-hexaoxahenicosan-21-oic Acid ClC=1C(N(S(C1Cl)(=O)=O)CCOCCOCCOCCOCCOCCOCCC(=O)O)=O